dieugenyl succinate C(CCC(=O)OC1=C(OC)C=C(CC=C)C=C1)(=O)OC1=C(OC)C=C(CC=C)C=C1